C(C1=CC=CC=C1)N1CCN(CC1)C1=NC2=CC=C(C3=C2N1[C@H](CO3)C3=NC=CC=C3)C=3C(=NOC3C)C (4S)-2-(4-benzylpiperazin-1-yl)-7-(3,5-dimethylisoxazol-4-yl)-4-pyridin-2-yl-4,5-dihydroimidazo[1,5,4-de][1,4]benzoxazine